CC(C(=O)O)C.CC[C@H]1CC[C@H]2[C@@H]3CCC4CCCC[C@]4(C)[C@H]3CC[C@]12C pregnane methyl-propionate